NC=1C(=CC(=C(C1)C1=C(C(=CC(=C1F)F)F)F)F)O 5-amino-2,2',3',5',6'-pentafluoro-[1,1-biphenyl]-4-ol